2-chloro-N-[(3R,4S)-4-fluoro-1-(1-fluorocyclopropanecarbonyl)pyrrolidin-3-yl]benzamide ClC1=C(C(=O)N[C@@H]2CN(C[C@@H]2F)C(=O)C2(CC2)F)C=CC=C1